(2,3-dihydro-1H-inden-1-yl)-4-nitro-1H-pyrazole C1(CCC2=CC=CC=C12)N1N=CC(=C1)[N+](=O)[O-]